FC1=C(C=CC=C1)C#CC1=CC=C(C(=O)NCC2(CCCCC2)CO)C=C1 4-((2-fluorophenyl)ethynyl)-N-((1-(hydroxymethyl)cyclohexyl)methyl)benzamide